3-[4-(1-acetylpiperidin-4-yl)phenyl]-1-sulfamoyl-1H-pyrrole-2-carboxylic acid C(C)(=O)N1CCC(CC1)C1=CC=C(C=C1)C1=C(N(C=C1)S(N)(=O)=O)C(=O)O